(R)-tert-butyl (2-methoxy-1-(4-((trimethylsilyl)ethynyl)phenyl)ethyl)carbamate COC[C@@H](C1=CC=C(C=C1)C#C[Si](C)(C)C)NC(OC(C)(C)C)=O